BrC1=CC(=CC(=C1)OC)F 1-bromo-3-fluoro-5-methoxybenzene